5-(2-(4-(4-(3-((4-cyanothiophen-3-yl)ethynyl)phenyl)-3-hydroxybutyl)-2-oxo-1,3,4-thiadiazin-3-yl)ethyl)thiophene-2-carboxylic acid C(#N)C=1C(=CSC1)C#CC=1C=C(C=CC1)CC(CCN1N(C(SC=C1)=O)CCC1=CC=C(S1)C(=O)O)O